C1(CCCC1)C(C(=O)NC1=CC(=NC=C1)C)C cyclopentyl-N-(2-methylpyridin-4-yl)propanamide